[PH2](OC#CCC)=O ethyl-ethynyl phosphinate